ClC=1C=NC(=NC1)CN1C(=NC(=C1)C(F)(F)F)CCl 5-chloro-2-[[2-(chloromethyl)-4-(trifluoromethyl)imidazol-1-yl]methyl]pyrimidine